(1s,4s)-4-((5-(1-ethyl-1H-benzo[d][1,2,3]triazol-6-yl)-4-methoxypyrrolo[2,1-f][1,2,4]triazin-2-yl)amino)-1-methylcyclohexan-1-ol C(C)N1N=NC2=C1C=C(C=C2)C=2C=CN1N=C(N=C(C12)OC)NC1CCC(CC1)(O)C